tris(2,3-dibromo-cyclopropyl) phosphate P(=O)(OC1C(C1Br)Br)(OC1C(C1Br)Br)OC1C(C1Br)Br